3-(diethoxy-phosphoryloxy)-3H-benzo[d][1,2,3]triazin-4-one C(C)OP(=O)(ON1N=NC2=C(C1=O)C=CC=C2)OCC